2-(3-acetyl-5-nitro-1H-indazol-1-yl)-N-(2-((3-chloro-2-fluorophenylmethyl)amino)-2-oxoethyl)-N-cyclopropylacetamide C(C)(=O)C1=NN(C2=CC=C(C=C12)[N+](=O)[O-])CC(=O)N(C1CC1)CC(=O)NCC1=C(C(=CC=C1)Cl)F